[(6,6'-diphenyl[1,1'-binaphthalene]-2,2'-diyl)bis(oxy[2,2'-binaphthalene]-1,4-diyl)]dimethanol C1(=CC=CC=C1)C=1C=C2C=CC(=C(C2=CC1)C1=C(C=CC2=CC(=CC=C12)C1=CC=CC=C1)OC1=C(C=C(C2=CC=CC=C12)CO)C1=CC2=CC=CC=C2C=C1)OC1=C(C=C(C2=CC=CC=C12)CO)C1=CC2=CC=CC=C2C=C1